BrC=1C=NN2C1N=C(N=C2NCC2=NC1=C(N2)C=CC(=C1)C)S(=O)C 8-bromo-N-[(5-methyl-1H-benzimidazol-2-yl)methyl]-2-methylsulfinyl-pyrazolo[1,5-a][1,3,5]triazin-4-amine